NC=1C(=C(C(=CC1O[Si](C(C)(C)C)(C)C)[N+](=O)[O-])C(=O)C1=C(C=CC(=C1)F)Cl)Br (3-amino-2-bromo-4-{[dimethyl-(2-methylprop-2-yl)silyl]oxy}-6-nitrophenyl)(2-chloro-5-fluorophenyl)methanone